NCCOCCNC(=O)C1=C(C=C(C=C1)NC(=O)C=1N(C(=CN1)C1=C(C(=C(C=C1)OCC#N)F)Cl)C)CC N-[4-[2-(2-aminoethoxy)ethylcarbamoyl]-3-ethyl-phenyl]-5-[2-chloro-4-(cyanomethoxy)-3-fluoro-phenyl]-1-methyl-imidazole-2-carboxamide